COC=1C(=CC2=C(N=C(S2)C2CCC(CC2)C(=O)OC)C1)NC(=O)C1=NC(=NC=C1)C 1-Methyl 4-[5-methoxy-6-[(2-methylpyrimidine-4-carbonyl)amino]-1,3-benzothiazol-2-yl]cyclohexanecarboxylate